5-phenyl-1,2,4-oxadiazole-3-carboxylic acid C1(=CC=CC=C1)C1=NC(=NO1)C(=O)O